7-Bromo-8-methoxy-5-(2-methylpyridin-3-yl)imidazo[1,2-a]Quinoxaline-4(5H)-on BrC=1C=C2N(C(C=3N(C2=CC1OC)C=CN3)=O)C=3C(=NC=CC3)C